COC(C1CCN(CC1)C1=C(C=C(C=C1)[C@@H]1C=2C=CC(=CC2CC[C@@H]1C1CCOCC1)O)F)OC (5R,6R)-5-(4-(4-(Dimethoxymethyl)piperidin-1-yl)-3-fluorophenyl)-6-(tetrahydro-2H-pyran-4-yl)-5,6,7,8-tetrahydronaphthalen-2-ol